Cl.N1CCC(CC1)CC(=O)O 2-(piperidin-4-yl)acetic acid hydrochloride